(S)-3-((S)-sec-butyl)-4-(1-(2-((tert-butyldimethylsilyl)oxy)ethyl)-1H-pyrazole-4-carbonyl)-1,3,4,5-tetrahydro-2H-benzo[e][1,4]Diazepin-2-one [C@H](C)(CC)[C@@H]1N(CC2=C(NC1=O)C=CC=C2)C(=O)C=2C=NN(C2)CCO[Si](C)(C)C(C)(C)C